3-(tert-butoxycarbonylamino)propyl 3,6-dichloro-2-methoxybenzoate ClC=1C(=C(C(=O)OCCCNC(=O)OC(C)(C)C)C(=CC1)Cl)OC